methallyl chloride Nickel [Ni].C(C(C)=C)Cl